ClC=1C=C(C=CC1)C=1N(N=C2[C@@H](N(CCC21)C(=O)C2=NN(C=N2)C2=CC=CC=C2)C)C (S)-(3-(3-chlorophenyl)-2,7-dimethyl-2,4,5,7-tetrahydro-6H-pyrazolo[3,4-c]pyridin-6-yl)(1-phenyl-1H-1,2,4-triazol-3-yl)methanone